The molecule is an N-glycosyldihydrozeatin in which the glycosyl fragment is an alpha-D-glucopyranosyl residue located at position 7. It has a role as an Arabidopsis thaliana metabolite. CC(CCNC1=NC=NC2=C1N(C=N2)[C@@H]3[C@@H]([C@H]([C@@H]([C@H](O3)CO)O)O)O)CO